C(C)OC(=O)C1=C(N(C(=C1)C1=CC=C(C=C1)Cl)C)N 2-amino-5-(4-chlorophenyl)-1-methyl-1H-pyrrole-3-carboxylic acid ethyl ester